O[C@@H](C1=CC=C(C=C1)[N+](=O)[O-])NCCO (S)-2-((hydroxyl(4-nitrophenyl)methyl)amino)ethan-1-ol